ClC1=C(C=C(C=C1)F)C1N(C(CC2=C1N(N=C2C)C2=NC1=C(N2)C(=CC(=C1)C(F)(F)F)F)=O)CC1=C(C=C(C=C1)OC)OC 7-(2-chloro-5-fluorophenyl)-6-(2,4-dimethoxybenzyl)-1-(7-fluoro-5-(trifluoromethyl)-1H-benzo[d]imidazol-2-yl)-3-methyl-1,4,6,7-tetrahydro-5H-pyrazolo[3,4-c]pyridin-5-one